5'-Bromo-4'-chloro-2-propylspiro[cyclopropane-1,3'-pyrrolo[2,3-b]pyridin]-2'(1'H)-one BrC=1C(=C2C(=NC1)NC(C21C(C1)CCC)=O)Cl